OC=1C2=C(N(C(C1C)=O)C)CN(C2C)C(=O)OC(C)(C)C tert-Butyl 4-hydroxy-1,3,5-trimethyl-2-oxo-1,2,5,7-tetrahydro-6H-pyrrolo[3,4-b]pyridine-6-carboxylate